ClC1=C(C=CC=C1)NC(C(C)(C)C)=O N-(2-chlorophenyl)pivaloamide